N1N=CC=C1C=1N=CC=C2C=CC=NC12 8-(1H-PYRAZOL-5-YL)1,7-NAPHTHYRIDINE